4-(7a-(hydroxymethyl)hexahydro-1H-pyrrolizin-3-yl)phenol OCC12CCCN2C(CC1)C1=CC=C(C=C1)O